OCC=1C(=NC=CN1)C(=O)NC=1C=NN(C1)CC=1C(=NC(=NC1)N1C([C@@H]2C[C@@H]2C1)=O)C 3-(hydroxymethyl)-N-(1-((4-methyl-2-((1R,5S)-2-oxo-3-azabicyclo[3.1.0]hexan-3-yl)pyrimidin-5-yl)methyl)-1H-pyrazol-4-yl)pyrazine-2-carboxamide